C(C)(C)N1N=CC=C1C1=CC=C(C=C1)NC(C1=CC(=CC=C1)C#CC1=NC=CC=C1)=O N-(4-(1-ISOPROPYL-1H-PYRAZOL-5-YL)PHENYL)-3-(PYRIDIN-2-YLETHYNYL)BENZAMIDE